7-((2s,5r)-4-(1-(4-fluoro-2-(trifluoromethyl)phenyl)ethyl)-2,5-dimethylpiperazin-1-yl)-4-methyl-2,4-dihydro-5H-pyrazolo[4,3-d]pyrimidin-5-one FC1=CC(=C(C=C1)C(C)N1C[C@@H](N(C[C@H]1C)C=1C=2C(N(C(N1)=O)C)=CNN2)C)C(F)(F)F